5-Amino-3-(4-bromo-2-fluoro-phenyl)-1-tetrahydrofurane-3-yl-pyrazole-4-carbonitrile NC1=C(C(=NN1C1COCC1)C1=C(C=C(C=C1)Br)F)C#N